C(C(C(C(C(C(C(C(C(C(C(C(C(C(C(C(C(C(C(C(C(C(C(C(C(C(C(C(C(CO)O)O)O)O)O)O)O)O)O)O)O)O)O)O)O)O)O)O)O)O)O)O)O)O)O)O)O)O)O decaglycerine